NC=1C=2N(C3=CC(=CC=C3N1)C(=O)N([C@@H]1CO[C@H](C3=CC(=CC=C13)C(F)(F)F)C)C)C=NC2 4-amino-N-methyl-N-((1S,4S)-1-methyl-7-(trifluoromethyl)isochroman-4-yl)imidazo[1,5-a]quinoxaline-8-carboxamide